5-bromo-N-((2-chlorophenyl)carbamoyl)-4-cyclopropyl-2-fluorobenzamide BrC=1C(=CC(=C(C(=O)NC(NC2=C(C=CC=C2)Cl)=O)C1)F)C1CC1